1-(5-((5-benzhydryl-2,5-diazabicyclo[2.2.2]octan-2-yl)methyl)-1-oxoisoindolin-2-yl)dihydropyrimidine-2,4(1H,3H)-dione C(C1=CC=CC=C1)(C1=CC=CC=C1)N1C2CN(C(C1)CC2)CC=2C=C1CN(C(C1=CC2)=O)N2C(NC(CC2)=O)=O